CC1CCCCCCCCCCCCCCCC(O1)=O 18-methyloxacyclooctadecan-2-one